C(=O)O.ClC=1C(=NC=CC1C1=C(N=C(C=2N1N=CC2)N2CCC1(CC2)[C@@H](C2=CC=C(C=C2C1)F)N)C)C (1S)-1'-[7-(3-chloro-2-methyl-4-pyridinyl)-6-methyl-pyrazolo[1,5-a]pyrazin-4-yl]-5-fluoro-spiro[indan-2,4'-piperidine]-1-amine formate salt